COC(C#N)COC 2,3-dimethoxypropionitrile